C(C)(C)(C)OC(=O)N1C[C@H]([C@@H](CC1)C1=CC=C(C=C1)OC)CO |r| (+/-)-trans-3-(hydroxymethyl)-4-(4-methoxyphenyl)piperidine-1-carboxylic acid tert-butyl ester